FC1=C(C=C(C(=C1)F)F)CC#N (2,4,5-trifluorophenyl)-acetonitrile